4-Chloro-8,8-dimethyl-8,10-dihydro-7H-pyrano[3'',4'':5',6']pyrido[3',2':4,5]thieno-[3,2-d]pyrimidine ClC=1C2=C(N=CN1)C1=C(S2)N=C2C(=C1)COC(C2)(C)C